pentane-1-carboxylic acid C(CCCC)C(=O)O